C(CCCCC=CCC=CCC=CCCCCC)O octadeca-6,9,12-trien-1-ol